N-(3-(hydroxymethyl)-5-(1-(4-methyl-4H-1,2,4-triazol-3-ylthio)ethyl)phenyl)quinoline-2-carboxamide OCC=1C=C(C=C(C1)C(C)SC1=NN=CN1C)NC(=O)C1=NC2=CC=CC=C2C=C1